C/C=C/C=C/C(=C/1\\C(=O)[C@@]2([C@]3(O[C@]4([C@@H]2/C(=C(\\O)/C=C/C=C/C)/C(=O)[C@@]5([C@]4(O[C@]3([C@H]15)C)O)C)C)O)C)/O The molecule is an organic heterotetracyclic compound found in Trichoderma longibrachiatum and Penicillium chrysogenum. It has a role as an antineoplastic agent and a Penicillium metabolite. It is an organic heterotetracyclic compound, a cyclic ether and an enone.